3-(1-benzyl-1H-pyrazol-4-yl)-4-hydroxypiperidine-1-carboxylic acid benzyl ester C(C1=CC=CC=C1)OC(=O)N1CC(C(CC1)O)C=1C=NN(C1)CC1=CC=CC=C1